C(=O)C=1C=CC(=C(C1)NS(=O)(=O)C1=CC=CC=C1)N1C=CC=C1 N-(5-formyl-2-(1H-pyrrole-1-yl)phenyl)benzenesulfonamide